C(CCCCCCC(=O)OC(CCCC)CCCC)(C(=O)OCC1=CC=CC=C1)C(=O)OCC1=CC=CC=C1 1,1-dibenzyl 7-(nonan-5-yl) heptane-1,1,7-tricarboxylate